C1(CCCCC1)N(C1=CC(=NC=N1)C(=O)N1CCN(CC1)CC1=NC2=C(N1C[C@H]1OCC1)C=C(C=C2)C(=O)O)C 2-[(4-{6-[cyclohexyl(methyl)amino]pyrimidine-4-carbonyl}piperazin-1-yl)methyl]-1-{[(2S)-oxetan-2-yl]methyl}-1H-1,3-benzodiazole-6-carboxylic acid